CC(=O)C1=C(C=C(C=C1F)Br)F 4-bromo-2,6-difluoroacetophenone